1-(3-(((2-(diethylamino)ethyl)carbamoyl)oxy)-2-((((9Z,12Z)-octadeca-9,12-dienoyl)oxy)methyl)propyl) 7-(heptadecan-9-yl) heptanedioate C(CCCCCC(=O)OC(CCCCCCCC)CCCCCCCC)(=O)OCC(COC(NCCN(CC)CC)=O)COC(CCCCCCC\C=C/C\C=C/CCCCC)=O